CNCC=1C(NC(NC1)=[Se])=O 5-methylaminomethyl-2-selenouracil